FC(C1=C(C=CC=C1)S(=O)(=O)[O-])(F)F.C1(=CC=CC=C1)[Sb+]C1=CC=CC=C1 diphenylantimony 2-(trifluoromethyl)benzenesulfonate